COC(=O)C1N=CCC1 3,4-dihydro-2H-pyrrole-2-carboxylic acid Methyl ester